BrC=1C(=C(C=CC1)N1C(C(C2=CC=C(C=C12)N1CC(N(CC1)C(=O)OC(O)(O)C)(C)C)(C)C)=O)C(N)=O dioxatert-butyl 4-(1-(3-bromo-2-carbamoylphenyl)-3,3-dimethyl-2-oxoindolin-6-yl)-2,2-dimethylpiperazine-1-carboxylate